N,N-bis(4-methoxybenzyl)-3-(1-(methylamino)ethyl)pyridin-2-amine COC1=CC=C(CN(C2=NC=CC=C2C(C)NC)CC2=CC=C(C=C2)OC)C=C1